C1(CC1)C=1C(=CC(=C(C1)CO)OCC)B1OC(C(O1)(C)C)(C)C (5-cyclopropyl-2-ethoxy-4-(4,4,5,5-tetramethyl-1,3,2-dioxaborolan-2-yl)phenyl)methanol